[N+](=O)([O-])C1=CC=C(C=C1)C(C)N1C(CCCC1)=O 1-(1-(4-nitrophenyl)ethyl)piperidin-2-one